FC=1C(=CC(=NC1)OCC)C1=CC(=NN1)C(=O)N1C2(CC2)C[C@H](CC1)C(=O)OC Methyl (S)-4-[5-(5-fluoro-ethoxypyridin-4-yl)-1H-pyrazole-3-carbonyl]-4-azaspiro[2.5]octane-7-carboxylate